N-(4-methyl-3-(6-((1-(methylsulfonyl)-piperidin-3-yl)ethyn-yl)-5-morpholino-pyridin-3-yl)phenyl)-2-(trifluoromethyl)-isonicotinamide CC1=C(C=C(C=C1)NC(C1=CC(=NC=C1)C(F)(F)F)=O)C=1C=NC(=C(C1)N1CCOCC1)C#CC1CN(CCC1)S(=O)(=O)C